Cl.CN([C@@H](C(=O)NC=1C=C2C=CN=C(C2=CC1)O)C1=CSC=C1)C |r| (rac)-2-(dimethylamino)-N-(1-hydroxyisoquinolin-6-yl)-2-(thiophen-3-yl)acetamide hydrochloride